C(C)(C)(C)OC(=O)NC(C)CC1=CC=C(C=C1)N1C(CN(CC1)C)=O 2-((tert-butoxycarbonyl)amino)-3-(4-(4-methyl-2-oxopiperazin-1-yl)phenyl)propane